Cl.C[C@H]1C[C@@H]([C@@H]2CC[C@H]1N2C2=NN=NN2)N (1S,2S,4S,5R)-4-methyl-8-(1H-tetrazol-5-yl)-8-azabicyclo[3.2.1]octan-2-amine hydrochloride salt